[NH+]1(CCCCCC1)[O-] azepan-N-oxide